n-octadecyl aconitate C(C=C(C(=O)[O-])CC(=O)[O-])(=O)OCCCCCCCCCCCCCCCCCC